5-chloro-2-[2-(2-ethoxyphenyl)-7-[[(2R,4S)-4-hydroxypyrrolidin-2-yl]methyl]spiro[6,8-dihydro-1,7-naphthyridine-5,4'-piperidine]-1'-yl]pyridine-3-carbonitrile ClC=1C=C(C(=NC1)N1CCC2(CC1)C=1C=CC(=NC1CN(C2)C[C@@H]2NC[C@H](C2)O)C2=C(C=CC=C2)OCC)C#N